N-[3-(2,2-dimethylpropyl)-1,2-oxazol-5-yl]Propionamide CC(CC1=NOC(=C1)NC(CC)=O)(C)C